ClC=1C(=CC2=C3N(N=C2C1)CCN(C3)CC)[N+](=O)[O-] 8-chloro-2-ethyl-9-nitro-1,2,3,4-tetrahydropyrazino[1,2-b]indazole